1-(5-(4-AMINO-7-CYCLOPROPYL-7H-PYRROLO[2,3-D]PYRIMIDIN-5-YL)PYRIDIN-2-YL)-3-(3-(TERT-BUTYL)ISOXAZOL-5-YL)UREA NC=1C2=C(N=CN1)N(C=C2C=2C=CC(=NC2)NC(=O)NC2=CC(=NO2)C(C)(C)C)C2CC2